O=C1NC(=CC(=C1)C1=CC(=NC=C1)NC(=O)C1CC1)N1C(CCCC1)C(F)(F)F N-[4-[2-oxo-6-[2-(trifluoromethyl)-1-piperidinyl]-1H-pyridin-4-yl]-2-pyridinyl]cyclopropanecarboxamide